(2R,5S)-2-((Benzyloxy)methyl)-4-oxa-1-azabicyclo[3.2.1]octane C(C1=CC=CC=C1)OC[C@H]1N2CC[C@H](OC1)C2